COC1=CC=C(CBr)C=C1 4-methoxybenzylbromine